4-(1-methyl-1H-1,2,4-triazol-3-yl)-5-(trifluoromethyl)-1,3-dihydro-2H-pyrrolo[2,3-b]pyridin-2-one CN1N=C(N=C1)C1=C2C(=NC=C1C(F)(F)F)NC(C2)=O